(4-methylpiperazin-1-yl)-[3-[[4-[[2-(6-methyl-2-pyridyl)pyrimidin-4-yl]amino]pyrimidin-2-yl]amino]phenyl]methanone CN1CCN(CC1)C(=O)C1=CC(=CC=C1)NC1=NC=CC(=N1)NC1=NC(=NC=C1)C1=NC(=CC=C1)C